NC=1C=CC2=C(NC(=N2)C2=C(C3=C(C(=N2)C=2C=C4CCN(CC4=CC2)C(=O)OC(C)(C)C)C=CS3)C3=C(C=C(C=C3)F)OCCOC)C1 tert-butyl 6-(6-(6-amino-1H-benzo[d]imidazol-2-yl)-7-(4-fluoro-2-(2-methoxyethoxy) phenyl) thieno[3,2-c]pyridin-4-yl)-3,4-dihydroisoquinoline-2(1H)-carboxylate